C(C1=CC(OC)=C(OC)C=C1)=O veratraldehyde